CN1CC2=CC(=CC(=C2CC1)O)[N+](=O)[O-] 2-Methyl-7-nitro-5-hydroxy-1,2,3,4-tetrahydroisoquinoline